5-methyl-2-[1-[(2S)-2-methylpiperazin-1-yl]ethyl]thiazole hydrochloride Cl.CC1=CN=C(S1)C(C)N1[C@H](CNCC1)C